4-(3,4-Dihydro-2H-benzo[b][1,4]oxazin-6-yl)-5-(3-methylpyridin-4-yl)-1H-imidazol-2-amine O1C2=C(NCC1)C=C(C=C2)C=2N=C(NC2C2=C(C=NC=C2)C)N